FC(C1=NC=CC=C1)(F)F 2-Trifluoromethyl-pyridin